C(C\C=C/CCCCC)C1SC[C@H](N1)C(=O)[O-] (4R)-2-((Z)-3-nonenyl)thiazolidine-4-carboxylate